CN1C2=C(OC[C@@H](C1=O)NC(=O)C1=NN3C(C=CC=C3C3=CC=CC=C3)=N1)C=CC=C2 (S)-N-(5-methyl-4-oxo-2,3,4,5-tetrahydrobenzo[b][1,4]oxazepin-3-yl)-5-phenyl-[1,2,4]triazolo[1,5-a]pyridine-2-carboxamide